C(OC[C@]1(O[C@H]([C@@H]2OC(O[C@@H]21)(C)C)C2=CC=C1C(=NC=NN12)N)C#N)(OC1C[C@H]2C[C@H]2C1)=O ((3aS,4R,6S,6aS)-6-(4-aminopyrrolo[2,1-f][1,2,4]triazin-7-yl)-4-cyano-2,2-dimethyltetrahydrofuro[3,4-d][1,3]dioxol-4-yl)methyl ((1R,3r,5S)-bicyclo[3.1.0]hexan-3-yl) carbonate